FC(OC1=CC=C(C=C1)C(CCCC)=O)(F)F 1-(4-(trifluoromethoxy)phenyl)pentan-1-one